3-(tributylstannylmethoxy)-propan-1-amine C(CCC)[Sn](CCCC)(CCCC)COCCCN